NC1=C(C=C(C=C1C)C1=CC(=C(C(=C1)C)N)C(=O)O)C(=O)O 4,4'-diamino-3,3'-dicarboxy-5,5'-dimethylbiphenyl